2-(1-(3-chloropyridineformyl)pyrrolidin-3-yl)-5-hydroxybenzaldehyde ClC=1C(=NC=CC1)C(=O)N1CC(CC1)C1=C(C=O)C=C(C=C1)O